IC1=CC=C(C=C1)\C(=C/COC1=CC=C(C2=C1OC=C2)OCC(=O)OCC)\C2=CC=C(C=C2)C(F)(F)F ethyl (Z)-[7-[3-(4-iodophenyl)-3-(4-trifluoromethylphenyl)allyloxy]-benzo[b]furan-4-yl]oxyacetate